NC=1C2=C(N=CN1)N(C=C2C2=CC=C(C=C2)NC(=O)C=2C(N(N=C(C2)C(C)C)C2=CC=C(C=C2)Cl)=O)C2CCOCC2 N-(4-(4-Amino-7-(tetrahydro-2H-pyran-4-yl)-7H-pyrrolo[2,3-d]pyrimidin-5-yl)phenyl)-2-(4-Chlorophenyl)-6-isopropyl-3-oxo-2,3-dihydropyridazine-4-carboxamide